N1C2C(NCC1)CCC2 octahydro-1H-cyclopenta[b]pyrazin